(1R,2R)-3-[2,4-bis(benzyloxy)-6-fluorophenyl]-1-[3,4-bis(methoxymethoxy)phenyl]-1-[(tert-butyldimethylsilyl)oxy]propan-2-ol C(C1=CC=CC=C1)OC1=C(C(=CC(=C1)OCC1=CC=CC=C1)F)C[C@H]([C@H](O[Si](C)(C)C(C)(C)C)C1=CC(=C(C=C1)OCOC)OCOC)O